4-(6-nitropyridine-3-yl)piperazine [N+](=O)([O-])C1=CC=C(C=N1)N1CCNCC1